COC(CN1CCN(CC1)C=1C=NC(=CC1)NC=1N=CC2=C(N1)N(C(=C2)C(N(C)C)=O)C2CCCC2)=O {4-[6-(7-Cyclopentyl-6-dimethylcarbamoyl-7H-pyrrolo[2,3-d]pyrimidin-2-ylamino)pyridin-3-yl]-piperazin-1-yl}-acetic acid methyl ester